C(=O)O.C(C)OC1=NC(=NC=C1C(=O)NC=1C=C(C=2N(C1)C=C(N2)C)F)N2C[C@H](CC2)NC (S)-4-ethoxy-N-(8-fluoro-2-methylimidazo[1,2-a]pyridin-6-yl)-2-(3-(methylamino)pyrrolidin-1-yl)pyrimidine-5-carboxamide formate salt